C(C)(C)[C@@H]1N(C(CC1)=O)C(=O)OC(C)(C)C tert-butyl (R)-2-isopropyl-5-oxopyrrolidine-1-carboxylate